C(C)C=1C(=CC=C2C=C(C=C(C12)C1=C(C=2N=C(N=C(C2C=N1)OCC(F)(F)F)OC[C@]12CCCN2C[C@@H](C1)F)F)OCOC)F 7-(8-ethyl-7-fluoro-3-(methoxymethoxy)naphthalen-1-yl)-8-fluoro-2-(((2R,7aS)-2-fluorohexahydro-1H-pyrrolizin-7a-yl)methoxy)-4-(2,2,2-trifluoroethoxy)pyrido[4,3-d]pyrimidine